zirconium (IV) tetran-propoxide [O-]CCC.[O-]CCC.[O-]CCC.[O-]CCC.[Zr+4]